FC=1C=2N(C=C(C1)C=1C=C(C=3N(N1)C=C(N3)C)C)C=C(N2)N2CCNCC2 6-(8-fluoro-2-piperazin-1-yl-imidazo[1,2-a]pyridin-6-yl)-2,8-dimethyl-imidazo[1,2-B]pyridazine